[Na+].N=1N(C=NC1)C(=O)[O-] [1,2,4]Triazole-2-carboxylic acid sodium salt